(2R)-6-chloro-N-{(1R,2S,4R,5S)-5-[4-(3,4-difluorophenyl)-1H-imidazol-1-yl]bicyclo[2.2.1]hept-2-yl}-4-oxo-3,4-dihydro-2H-1-benzopyran-2-carboxamide ClC=1C=CC2=C(C(C[C@@H](O2)C(=O)N[C@@H]2[C@H]3C[C@@H]([C@@H](C2)C3)N3C=NC(=C3)C3=CC(=C(C=C3)F)F)=O)C1